(2E)-3-fluoro-2-({[2-(4-methoxypiperidin-1-yl)pyrimidin-5-yl]oxy}methyl)prop-2-en-1-amine F/C=C(\CN)/COC=1C=NC(=NC1)N1CCC(CC1)OC